1-Methyl-4-prop-1-en-2-yl-cyclohexen CC1=CCC(CC1)C(=C)C